C(C=C=CCCCCCCC)O undec-2,3-dien-1-ol